C(C)(=O)N1N=C(CC1C1=CC=C(C=C1)F)C=1C(NC2=CC=C(C=C2C1C1=CC=CC=C1)Cl)=O 3-[2-acetyl-3-(4-fluorophenyl)-3,4-dihydropyrazol-5-yl]-6-chloro-4-phenyl-1H-quinolin-2-one